ClC1=C2C(=NC(=C1)O)N(C=N2)C 7-Chloro-3-methyl-3H-imidazo[4,5-b]pyridin-5-ol